(+)-2-{(1S)-1-[(1R)-3,3-dimethylcyclohexyl]ethoxy}-2-methylpropyl propionate C(CC)(=O)OCC(C)(C)O[C@@H](C)[C@H]1CC(CCC1)(C)C